ClC=1C=C(C(=NC1OC)OC)C1=C(C=NC(=C1)C)C(=O)O 5-chloro-2,6-dimethoxy-6'-methyl-[3,4'-bipyridine]-3'-carboxylic acid